Methyl 3-[[4-[(3R)-3-(tert-butoxycarbonylamino)-4-[1-(trifluoromethyl)cyclopropyl]but-1-ynyl]-6-(2,6-dimethylphenyl)pyrimidin-2-yl]sulfamoyl]benzoate C(C)(C)(C)OC(=O)N[C@@H](C#CC1=NC(=NC(=C1)C1=C(C=CC=C1C)C)NS(=O)(=O)C=1C=C(C(=O)OC)C=CC1)CC1(CC1)C(F)(F)F